ClC1=CC=C(C=C1)S(=O)(=O)[C@@H]1[C@@](CN(C1)S(=O)(=O)C1=C(C=C(C#N)C=C1)C(F)(F)F)(CO)O 4-(((3r,4s)-4-((4-chlorophenyl)sulfonyl)-3-hydroxy-3-(hydroxymethyl)pyrrolidin-1-yl)sulfonyl)-3-(trifluoromethyl)benzonitrile